C(C1=CC=CC=C1)(=O)C=1/C(/C(N2C1NCCC2)(C2=CC=C(C=C2)C)O)=C/2\C(OC1=CC=C(C=C1C2=O)Cl)=O (E)-3-(8-benzoyl-6-hydroxy-6-(p-tolyl)-1,2,3,4-tetrahydropyrrolo[1,2-a]pyrimidine-7(6H)-ylidene)-6-chlorochroman-2,4-dione